2-bromo-1-(4-cyclopropoxyphenyl)-2-cyclopropylethanone BrC(C(=O)C1=CC=C(C=C1)OC1CC1)C1CC1